BrC1=CC=C(C=C1)C(CC#N)NC(OC(C)(C)C)=O tert-butyl (1-(4-bromophenyl)-2-cyanoethyl)carbamate